1β-hydroxyandrostenedione O[C@@H]1CC(C=C2CC[C@H]3[C@@H]4CCC([C@@]4(C)CC[C@@H]3[C@@]12C)=O)=O